C1(CC1)N1N=CC(=C1)C=1C=NC=2CCN(CC2C1)C=1C(=C(C=2N(N1)C(C=C(N2)C)=O)C)C 7-(3-(1-cyclopropyl-1H-pyrazol-4-yl)-7,8-dihydro-1,6-naphthyridin-6(5H)-yl)-2,8,9-trimethyl-4H-pyrimido[1,2-b]pyridazin-4-one